2-(4-(3-(2,6-dioxopiperidin-3-yl)-2-oxo-2,3-dihydrobenzo[d]oxazol-6-yl)piperidin-1-yl)acetic acid O=C1NC(CCC1N1C(OC2=C1C=CC(=C2)C2CCN(CC2)CC(=O)O)=O)=O